C1=NNC=2C1=C1C=CN=CC1=CC2 3H-pyrazolo[4,3-f]Isoquinoline